C(C=C)OC(C(C)C)=O.C(#N)C=1C=C(C(=O)NCC(C(=O)O)(C)C)C=C(C1)F.FC1=CC=C(CC=2C=CC(=NC2)NC(C2=CN=C(C=C2)CO)=O)C=C1 N-(5-(4-fluorobenzyl)pyridin-2-yl)-6-(hydroxymethyl)nicotinamide [(3-cyano-5-fluoro-benzoyl)amino]2,2-dimethylpropanoate Prop-2-en-1-yl-2-methylpropionate